O1CCCC12CCCCC2 oxaspiro[4.5]decane